C(C)S(=O)(=O)C=1C(=NN2C1C=CC(=C2)C(F)(F)F)N2CC=1C=C3C(=CC1C2=O)OC(O3)(F)F 6-[3-ethylsulfonyl-6-(trifluoromethyl)pyrazolo[1,5-a]pyridin-2-yl]-2,2-difluoro-5H-[1,3]dioxolo[4,5-f]isoindol-7-one